3-bromo-5-chloro-4-fluoro-2-hydroxybenzonitrile BrC=1C(=C(C#N)C=C(C1F)Cl)O